2-bromo-5-(2-ethylhexyl)-thieno[3,2-b]thiophene BrC1=CC2=C(S1)C=C(S2)CC(CCCC)CC